4-(5-Cyano-2-methoxyphenyl)-N-(5-(cyclobutylsulfonyl)-5,6-dihydro-4H-pyrrolo[3,4-d]thiazol-2-yl)-6-methylnicotinamide C(#N)C=1C=CC(=C(C1)C1=CC(=NC=C1C(=O)NC=1SC2=C(N1)CN(C2)S(=O)(=O)C2CCC2)C)OC